C(C)(C)(C)OC(=O)NC=1SC2=C(N1)C(=CC=C2F)B(O)O (2-((tert-butyloxycarbonyl)amino)-7-fluorobenzothiazol-4-yl)boronic acid